FC1(CC(CC1)NC1=NC(=NC(=N1)NC1CC2=CC=C(C=C2C1)OC)C1=NC(=CC=C1)C(F)(F)F)F N2-(3,3-difluorocyclopentyl)-N4-(5-methoxy-2,3-dihydro-1H-inden-2-yl)-6-(6-(trifluoromethyl)pyridin-2-yl)-1,3,5-triazine-2,4-diamine